4'-[(dimethylamino)methyl]-4-methyl-spiro[1,3-benzodioxole-2,1'-cyclohexane]-5-carboxylic acid CN(C)CC1CCC2(CC1)OC1=C(O2)C=CC(=C1C)C(=O)O